6-{[(1R)-1-(4-chlorophenyl)-7-fluoro-1-(2-hydroxyethoxy)-5-(1-methyl-1H-imidazole-4-carbonyl)-3-oxo-2,3-dihydro-1H-isoindol-2-yl]methyl}pyridine-3-carbonitrile ClC1=CC=C(C=C1)[C@@]1(N(C(C2=CC(=CC(=C12)F)C(=O)C=1N=CN(C1)C)=O)CC1=CC=C(C=N1)C#N)OCCO